C(C1=CC=CC=C1)NC=1C=C(C=NC1)C=1C=CC2=C(N(C(N2)=O)C=2C=C(OCCOCCNC(OC(C)(C)C)=O)C=CC2)C1 tert-Butyl (2-(2-(3-(6-(5-(benzylamino)pyridin-3-yl)-2-oxo-2,3-dihydro-1H-benzo[d]imidazol-1-yl)phenoxy)ethoxy)ethyl)carbamate